1-(7-methoxy-3-(4-propionylpiperazine-1-carbonyl)quinolin-4-yl)-4-methylpiperidine-4-carbonitrile COC1=CC=C2C(=C(C=NC2=C1)C(=O)N1CCN(CC1)C(CC)=O)N1CCC(CC1)(C#N)C